(E)-6,6-dimethyl-2-hepten-4-yne-1-al CC(C#C/C=C/C=O)(C)C